6-(4-((2s,6S)-4-acryloyl-6-methylmorpholin-2-yl)-6-chloropyridin-2-yl)-N,2-dimethylpyrimidine-4-carboxamide C(C=C)(=O)N1C[C@@H](O[C@H](C1)C)C1=CC(=NC(=C1)Cl)C1=CC(=NC(=N1)C)C(=O)NC